CC1=C(C(=NO1)C=1C=NC(=CC1)C)CN1N=CC(=CC1=O)N1CC(C1)OC1=NC=CC=C1 2-((5-Methyl-3-(6-methylpyridin-3-yl)isoxazol-4-yl)methyl)-5-(3-(pyridin-2-yloxy)azetidin-1-yl)pyridazin-3(2H)-one